2-((1r,2s)-1-(2-cyanophenyl)-1-(pyrazin-2-yl)propan-2-yl)-5-hydroxy-N-(isoxazol-4-yl)-1-methyl-6-oxo-1,6-dihydropyrimidine-4-carboxamide C(#N)C1=C(C=CC=C1)[C@@H]([C@H](C)C=1N(C(C(=C(N1)C(=O)NC=1C=NOC1)O)=O)C)C1=NC=CN=C1